C(C)C1=C(C=C(C(=C1)C=CC(=O)C1=C(C=C(C=C1C)N(C)C)C)CC)C=CC(=O)C1=C(C=C(C=C1C)N(C)C)C 3,3'-(2,5-diethyl-1,4-phenylene)bis[1-[4-(dimethylamino)-2,6-dimethylphenyl]-2-propen-1-one]